FC1=C(N=NN1C)C(=O)NCC=1SC(=NN1)C1=CC=CC=C1 5-fluoro-1-methyl-N-((5-phenyl-1,3,4-thiadiazol-2-yl)methyl)-1H-1,2,3-triazole-4-carboxamide